(S)-3-((4-(3-((2-(1-hydroxy-ethyl)-1H-imidazol-1-yl)methyl)isoxazol-5-yl)phenyl)ethynyl)benzonitrile O[C@@H](C)C=1N(C=CN1)CC1=NOC(=C1)C1=CC=C(C=C1)C#CC=1C=C(C#N)C=CC1